ClC1=C(C=CC(=C1COC=1C=C2C(=NC1)N(N=C2C)C2OCCCC2)F)NS(=O)(=O)C=2C(=NC=C(C2)F)OC N-[2-chloro-4-fluoro-3-([[3-methyl-1-(oxan-2-yl)pyrazolo[3,4-b]pyridin-5-yl]oxy]methyl)phenyl]-5-fluoro-2-methoxypyridine-3-sulfonamide